N-(3-cyanobicyclo[1.1.1]pentan-1-yl)-2-((4-(trifluoromethoxy)phenyl)sulphonamido)-4-(trifluoromethyl)benzamide C(#N)C12CC(C1)(C2)NC(C2=C(C=C(C=C2)C(F)(F)F)NS(=O)(=O)C2=CC=C(C=C2)OC(F)(F)F)=O